O=C1N(N=C2N1CCCC2)[C@H](C)C=2C=NC(=CC2)C(F)(F)F (5S)-3-Oxo-2-{(1R)-1-[6-(trifluoromethyl)pyridin-3-yl]ethyl}-2,3,5,6,7,8-hexahydro[1,2,4]triazolo[4,3-a]pyridin